tert-butyl 7-(6-chloro-8-(2-((2,2-dimethyl-4,6-dioxo-1,3-dioxan-5-yl)methyl)thieno[3,2-b]pyridin-7-yl)-3,4-dihydroquinolin-1(2H)-yl)-5-azaspiro[3.4]octane-5-carboxylate ClC=1C=C2CCCN(C2=C(C1)C1=C2C(=NC=C1)C=C(S2)CC2C(OC(OC2=O)(C)C)=O)C2CN(C1(CCC1)C2)C(=O)OC(C)(C)C